(1-benzothiophen-5-yl)-N-methylpropan-2-amine S1C=CC2=C1C=CC(=C2)CC(C)NC